tert-butyl (1-(5-cyano-2-methoxy-4-propylphenyl)butan-2-yl)carbamate C(#N)C=1C(=CC(=C(C1)CC(CC)NC(OC(C)(C)C)=O)OC)CCC